Cl.N[C@H](C(=O)NC1=CC(=C(C=C1)SCC1=CC=CC=C1)Cl)CC1=CC=CC=C1 (S)-2-amino-N-(4-(benzylsulfanyl)-3-chlorophenyl)-3-phenylpropionamide hydrochloride